C(=O)(OCC1C2=CC=CC=C2C2=CC=CC=C12)N[C@H](C(=O)O)C(C)(C)C Fmoc-L-α-tert-butyl-Glycine